C1(=CC=C(C=C1)C1=CC(=NC(=N1)C1=CC=CC=C1)C1=C(C=CC=C1)C1=C2C=3C=CC(=CC3C3(C2=CC=C1)CCCCC3)C#N)C3=CC=CC=C3 5'-(2-(6-([1,1'-biphenyl]-4-yl)-2-phenylpyrimidin-4-yl)phenyl)spiro[cyclohexane-1,9'-fluorene]-2'-carbonitrile